N[C@H]1[C@@H]2N(C[C@H]1CC2)C(=O)C2=CC1=C(N(C(=N1)C=1N(C3=CC(=CC=C3C1)C1=CC=C(C(=O)NC3=CC=NC=C3)C=C1)CC1CC1)C)C(=C2)OC 4-(2-{5-[(1R,4R,7R)-7-amino-2-azabicyclo[2.2.1]heptane-2-carbonyl]-7-methoxy-1-methyl-1H-1,3-benzodiazol-2-yl}-1-(cyclopropylmethyl)-1H-indol-6-yl)-N-(pyridin-4-yl)benzamide